2-chloro-N-[(3R,4S)-1-(3,3-difluorocyclopentancarbonyl)-4-fluoropyrrolidin-3-yl]-3-methylbenzamid ClC1=C(C(=O)N[C@@H]2CN(C[C@@H]2F)C(=O)C2CC(CC2)(F)F)C=CC=C1C